C(C)OC=1C=C(C(=CC1)N=[N+]=[N-])N=[N+]=[N-] 4-ethoxyphenylenediazide